(3S,6S,7R,8R)-8-benzyl-3-[({3-[(isobutyryloxy)methoxy]-4-methoxypyridin-2-yl}carbonyl)amino]-6-methyl-4,9-dioxo-1,5-dioxonan-7-yl-2-methylpropanoate C(C1=CC=CC=C1)[C@@H]1[C@H]([C@@H](OC([C@H](COC1=O)NC(=O)C1=NC=CC(=C1OCOC(C(C)C)=O)OC)=O)C)OC(C(C)C)=O